C(C)OC(C=COC(CC1=CC=CC=C1)NC(=O)OC(C)(C)C)=O 5-((tert-Butoxycarbonyl)amino)-4-oxa-6-phenylhex-2-enoic acid ethyl ester